N-(4-piperazin-1-yl-6-pyrrolidin-1-ylpyrimidin-2-yl)-1-(tetrahydro-2H-pyran-4-yl)-1H-pyrazolo[4,3-c]pyridin-6-amine N1(CCNCC1)C1=NC(=NC(=C1)N1CCCC1)NC1=CC2=C(C=N1)C=NN2C2CCOCC2